NC=1C(=CC(=C(C(=O)NC2(CC2)CF)C1)C)F 5-amino-4-fluoro-N-(1-(fluoromethyl)cyclopropyl)-2-methylbenzamide